C(C)OC=1C(=NC(=C(C1)N1[C@@H](CN(CC1)C(=O)N1CCC2=CC=CC(=C12)C(F)(F)F)CC)C(=O)NC1CN(C1)C)C=1C=NC=CC1 ethoxy-5-[(2R)-2-ethyl-4-[7-(trifluoromethyl)-2,3-dihydro-1H-indole-1-carbonyl]piperazin-1-yl]-N-(1-methylazetidin-3-yl)-[2,3'-bipyridine]-6-carboxamide